ClC1=C(C=CC2=C1C(=N[C@H](C=1N2N=CN1)C)C1=NC=CC=C1F)C(F)(F)F (4S)-7-chloro-6-(3-fluoro-2-pyridinyl)-4-methyl-8-(trifluoromethyl)-4H-[1,2,4]triazolo[1,5-a][1,4]benzodiazepine